NC=1C2=C(N=CN1)N(C=C2C2=CC=C(C=C2)OC2=CC=CC=C2)C2CCN(CC2)C(CO)CO 2-(4-(4-amino-5-(4-phenoxyphenyl)-7H-pyrrolo[2,3-d]pyrimidin-7-yl)piperidin-1-yl)propane-1,3-diol